O1[C@@H](CC1)CN1C(=NC2=C1C=C(C=C2)C(=O)O)CN2CCC(CC2)C2=NC(=CC=C2)OCC=2C=C1C=CN=CC1=CC2 (S)-1-(oxetan-2-ylmethyl)-2-((4-(6-(isoquinolin-6-ylmethoxy)pyridin-2-yl)piperidine-1-yl)methyl)-1H-benzo[d]imidazole-6-carboxylic acid